ClC1=C(C=2N=C(N=C(C2C=N1)N1CC2(CC(C2)=O)CCC1)OC[C@]12CCCN2C[C@@H](C1)F)F 6-(7-Chloro-8-fluoro-2-(((2R,7aS)-2-fluorotetrahydro-1H-pyrrolizin-7a(5H)-yl)methoxy)pyrido[4,3-d]pyrimidin-4-yl)-6-azaspiro[3.5]nonan-2-one